C(C)(C)N1C(=NN=C1)C1=CC=CC(=N1)NC(=O)C1=CC2=CNC=C2C=C1 N-(6-(4-isopropyl-4H-1,2,4-triazol-3-yl)pyridin-2-yl)isoindole-5-carboxamide